8-fluoro-2-((1-(pyrrolidin-1-ylmethyl)cyclopropyl)methoxy)quinazoline FC=1C=CC=C2C=NC(=NC12)OCC1(CC1)CN1CCCC1